2-hydroxy-2-(3-methoxyphenyl)adamantane OC1(C2CC3CC(CC1C3)C2)C2=CC(=CC=C2)OC